2-(((2-amino-4-bromo-5-methoxyphenyl)thio)methyl)-2-ethyl-pentanoic acid NC1=C(C=C(C(=C1)Br)OC)SCC(C(=O)O)(CCC)CC